4-[3,5-bis(trifluoromethyl)phenoxy]-2,5-difluoro-N-(1,3,4-thiadiazol-2-yl)benzamide FC(C=1C=C(OC2=CC(=C(C(=O)NC=3SC=NN3)C=C2F)F)C=C(C1)C(F)(F)F)(F)F